COC1=CC=CC=2C=3N(C(=NC12)N)N=C(N3)[C@H]3CN(CCC3)C=3SC(=NN3)C (R)-7-methoxy-2-(1-(5-methyl-1,3,4-thiadiazol-2-yl)piperidin-3-yl)-[1,2,4]triazolo[1,5-c]quinazolin-5-amine